N-[(1S)-1-(dicyclopropylmethyl)-2-[[5-(2,5-dimethyl-1-oxido-pyridin-1-ium-3-yl)-6-fluoro-2-pyridyl]amino]-2-oxo-ethyl]-2-isobutyl-pyrazole-3-carboxamide C1(CC1)C([C@@H](C(=O)NC1=NC(=C(C=C1)C=1C(=[N+](C=C(C1)C)[O-])C)F)NC(=O)C=1N(N=CC1)CC(C)C)C1CC1